COC(=O)C12CCC(CC1)(CC2)C2=CC(=CC=C2)OC([2H])([2H])[2H] 4-(3-(methoxy-d3)phenyl)bicyclo[2.2.2]octane-1-carboxylic acid methyl ester